4-((1-(but-2-ynoyl)pyrrolidin-3-yl)amino)-2,3-dimethyl-1H-indole-7-carboxamide C(C#CC)(=O)N1CC(CC1)NC1=C2C(=C(NC2=C(C=C1)C(=O)N)C)C